6-(3,4-dimethyl-phenyl)-4-oxo-4,5-dihydropyrazolo[1,5-a]pyrazine-2-carboxylic acid CC=1C=C(C=CC1C)C=1NC(C=2N(C1)N=C(C2)C(=O)O)=O